3-[5-cyclopropyl-4-[5-(4-piperidyl)pyrimidin-2-yl]isoxazol-3-yl]-1-(1-methylcyclopropyl)pyrazolo[3,4-d]pyrimidin-4-amine C1(CC1)C1=C(C(=NO1)C1=NN(C2=NC=NC(=C21)N)C2(CC2)C)C2=NC=C(C=N2)C2CCNCC2